BrC=1C=CC2=C(C(CO2)=O)C1 5-Bromo-3(2H)-benzofuran-one